C1(CCC1)CC1=CN(C=2C1=NC=C(C2)C=2C(=NOC2C)C)C=2C=CC(=C1C=COC12)C(=O)O 7-(3-(cyclobutylmethyl)-6-(3,5-dimethylisoxazol-4-yl)-1H-pyrrolo[3,2-b]pyridin-1-yl)benzofuran-4-carboxylic acid